(2R,3R,4R,5R)-4-[[3-[4-Methoxy-6-(trifluoromethyl)-3-pyridyl]-4,5-dimethyl-5-(trifluoromethyl)tetrahydrofuran-2-carbonyl]amino]pyridin-2-carboxamid COC1=C(C=NC(=C1)C(F)(F)F)[C@@H]1[C@@H](O[C@]([C@@H]1C)(C(F)(F)F)C)C(=O)NC1=CC(=NC=C1)C(=O)N